NC1=C2N=C(N(C2=NC(=N1)OCC)CC1=C(C=C(C=C1)CNC1CC(C1)(F)F)OC)O 6-amino-9-(4-(((3,3-difluorocyclobutyl)-amino)methyl)-2-methoxybenzyl)-2-ethoxy-9H-purin-8-ol